ClC1=C(C=C2C(=NC=NC2=C1)N1CCN(CC1)C(C=C)=O)C1=C(C=CC(=C1)Cl)O 1-(4-(7-chloro-6-(5-chloro-2-hydroxyphenyl)quinazolin-4-yl)piperazin-1-yl)prop-2-en-1-one